N-(1-(thiazol-2-yl)ethyl)-6-(trifluoromethyl)-2,3-dihydrobenzofuran-3-amine S1C(=NC=C1)C(C)NC1COC2=C1C=CC(=C2)C(F)(F)F